N1(CCCCC1)C(C1=CC=C2C=CC=NC2=C1O)C1=CC=C(C=C1)C(F)(F)F 7-{piperidin-1-yl-[4-(trifluoromethyl)phenyl]methyl}quinolin-8-ol